2-Chloro-4-((S)-8-(6-(3-((4-(3-(((R)-2,6-dioxopiperidin-3-yl)amino)phenyl)piperazin-1-yl)methyl)azetidine-1-carbonyl)pyridazin-3-yl)-3-methyl-2,8-diazaspiro[4.5]decan-2-yl)benzonitrile ClC1=C(C#N)C=CC(=C1)N1CC2(C[C@@H]1C)CCN(CC2)C=2N=NC(=CC2)C(=O)N2CC(C2)CN2CCN(CC2)C2=CC(=CC=C2)N[C@H]2C(NC(CC2)=O)=O